5-aminopentanol tert-Butyl-1-((2S,3S)-1-methyl-5-oxo-2-(pyridin-3-yl)pyrrolidin-3-yl)-1-oxo-5,8,11-trioxa-2-azatetradecan-14-oate C(C)(C)(C)N(C(=O)[C@@H]1[C@H](N(C(C1)=O)C)C=1C=NC=CC1)CCOCCOCCOCCC(=O)OCCCCCN